1-(5-chloro-3-iodo-4,6-dimethyl-2-pyridinyl)-4,4-difluoro-azepan ClC=1C(=C(C(=NC1C)N1CCC(CCC1)(F)F)I)C